C(#N)C1=CC(=C(C=C1)NS(=O)(=O)C1=CNC(=C1)C1=C(C(=CC=C1)F)C)F N-(4-cyano-2-fluoro-phenyl)-5-(3-fluoro-2-methyl-phenyl)-1H-pyrrole-3-sulfonamide